ClC=1C(=C(C=CC1)NC=1N=CC=C2C=C(C=NC12)C=O)C 8-(3-chloro-2-methylphenylamino)-1,7-naphthyridine-3-carbaldehyde